CN(C(CCC=1C=C(C=CC1)[C@@H](C)NC(C1=C(C=CC(=C1)N1CCN(CC1)C)C)=O)=O)C N-[(1R)-1-[3-[3-(dimethylamino)-3-oxo-propyl]phenyl]ethyl]-2-methyl-5-(4-methylpiperazin-1-yl)benzamide